COC(=O)C1(C(C2=CC=C(C=C2C1)Br)=O)C 5-bromo-2-methyl-1-oxo-2,3-dihydro-1H-indene-2-carboxylic acid methyl ester